CSC=1N=CC2=C(N1)N1C(C(=C2)C2=CC=NC=C2)=NCC1 2-(methylthio)-6-(pyridin-4-yl)-8,9-dihydroimidazo[1',2':1,6]pyrido[2,3-d]pyrimidine